C(C)OC1=C(C=C(C=C1C)C1=CC=C2C(CCOC2=C1)(C)NC(O[C@@H]1CN2CCC1CC2)=O)C (S)-quinuclidin-3-yl (7-(4-ethoxy-3,5-dimethylphenyl)-4-methylchroman-4-yl)carbamate